C(C=C)(=O)NC=1C=C(C=CC1CC)C1=C(NC2=NC=C(C=C21)C(=O)OC(C)C)C2=CC=C(C=C2)N2CCN(CC2)C isopropyl 3-(3-acrylamido-4-ethylphenyl)-2-(4-(4-methylpiperazin-1-yl)phenyl)-1H-pyrrolo[2,3-b]pyridine-5-carboxylate